dihydrodispiro[imidazolidine-4,1'-cyclohexane-4',5''-indeno[5,6-b]furan]-2,5-dione O1C2=C(CC1)C=C1C3(C=CC1=C2)CCC2(CC3)NC(NC2=O)=O